COC1=CC=C(C=C1)N1N=CC=2C1=NC(=NC2NC(=O)C=2SC(=CC2)[N+](=O)[O-])C=2C=NC(=CC2)C N-(1-(4-methoxyphenyl)-6-(6-methylpyridin-3-yl)-1H-pyrazolo[3,4-d]pyrimidin-4-yl)-5-nitrothiophene-2-carboxamide